2-(5-chloro-1-tetrahydropyran-2-yl-indazol-4-yl)-2-cyano-acetic acid tert-butyl ester C(C)(C)(C)OC(C(C#N)C1=C2C=NN(C2=CC=C1Cl)C1OCCCC1)=O